C(C)(C)(C)N1CCN(CC1)C=1C=C(C=CC1)C1=NC(=CC(=C1O)C1=CC(=C(C=C1)N1C(N(C=C1)C)=O)Cl)OC 1-(4-(2-(3-(4-(tert-Butyl)piperazin-1-yl)phenyl)-3-hydroxy-6-methoxypyridin-4-yl)-2-chlorophenyl)-3-methyl-1H-imidazol-2(3H)-one